6-(2-Chloropyridin-3-yl)-1H-pyrazolo[4,3-b]pyridine ClC1=NC=CC=C1C=1C=C2C(=NC1)C=NN2